[Cl-].ClC1=C(C=CC=C1)[C@@]1(C(CCCC1)=O)N(C(C[NH3+])=O)C (S)-2-((1-(2-chlorophenyl)-2-oxocyclohexyl)(methyl)amino)-2-oxoethan-1-aminium chloride